Cl.CC=1C=C2C(=NN(C2=CC1)S(=O)(=O)CC1=CC=CC=C1)C1CCNCC1 5-methyl-3-(piperidin-4-yl)-1-toluenesulfonyl-1H-indazole hydrochloride